N1CC(CC1)NC1=NC=CC(=C1)N1C=C(C=C1)C(=O)NC(CO)C1=CC(=CC=C1)Cl 1-(2-(pyrrolidin-3-ylamino)pyridin-4-yl)-N-(1-(3-chlorophenyl)-2-hydroxyethyl)-1H-pyrrole-3-carboxamide